N-(4-(trifluoromethoxy)phenyl)-2-(5-(trifluoromethyl)-1,2,4-oxadiazol-3-yl)-4,7-dihydrothieno[2,3-c]pyridine-6(5H)-carboxamide FC(OC1=CC=C(C=C1)NC(=O)N1CC2=C(CC1)C=C(S2)C2=NOC(=N2)C(F)(F)F)(F)F